4-amino-N-(4-(methoxymethyl)phenyl)-7H-pyrrolo[2,3-d]pyrimidine-5-carboxamide NC=1C2=C(N=CN1)NC=C2C(=O)NC2=CC=C(C=C2)COC